[Pd+2].ClC1=C([C-](C=C1)P(C1=CC=CC=C1)C1=CC=CC=C1)Cl.C1(=CC=CC=C1)P(C1=CC=CC=C1)[C-]1C=CC=C1.[Fe+2] dichlorobis(diphenylphosphino)ferrocene palladium(II)